BrC=1C=NC=2N(C1)C(=NN2)CC2=CC=C(C=C2)C=2N(C=C(N2)C)C 6-bromo-3-(4-(1,4-dimethyl-1H-imidazol-2-yl)benzyl)-[1,2,4]triazolo[4,3-a]pyrimidine